COC1=NC(=CC=C1CN1C2CN(CC1C2)C2=CC=C(C=N2)C=2C=1N(C=C(C2)OCC(C)(C)O)N=CC1C#N)OC 4-(6-(6-((2,6-dimethoxypyridin-3-yl)methyl)-3,6-diazabicyclo[3.1.1]heptan-3-yl)pyridin-3-yl)-6-(2-hydroxy-2-methylpropoxy)pyrazolo[1,5-a]pyridine-3-carbonitrile